C1=CC=CC=2C3=CC=CC=C3C(C12)COC(=O)N[C@H]([C@@H](C)CC)C(=O)OC[C@H]1O[C@H]([C@@H]([C@@H]1O)O)N1N=CC(NC1=O)=O ((2R,3S,4R,5R)-5-(3,5-DIOXO-4,5-DIHYDRO-1,2,4-TRIAZIN-2(3H)-YL)-3,4-DIHYDROXYTETRAHYDROFURAN-2-YL)METHYL (((9H-FLUOREN-9-YL)METHOXY)CARBONYL)-D-ALLOISOLEUCINATE